C(=O)(O)/C=C/C(CCCC(=O)O[C@@H](COP(=O)(O)OCC[N+](C)(C)C)COC(CCCCCCCCCCCCCCC)=O)O 2-[[(2R)-2-[(E)-7-carboxy-5-hydroxyhept-6-enoyl]oxy-3-hexadecanoyloxypropoxy]-hydroxyphosphoryl]oxyethyl-trimethylammonium